bis-(4-(3,5-di-t-butyl-4-hydroxyphenyl)butyryl)hexamethylenediamine C(C)(C)(C)C=1C=C(C=C(C1O)C(C)(C)C)CCCC(=O)NCCCCCCNC(CCCC1=CC(=C(C(=C1)C(C)(C)C)O)C(C)(C)C)=O